ClC1=C(CN2CCC3=CC(=CC=C23)NC(CC(C)(C)C)=O)C=C(C=C1)C(F)(F)F N-[1-(2-Chloro-5-trifluoromethylbenzyl)-2,3-dihydro-1H-indol-5-yl]-3,3-dimethylbutyramide